distearyldi-Methylammonium chloride [Cl-].C(CCCCCCCCCCCCCCCCC)[N+](C)(C)CCCCCCCCCCCCCCCCCC